FC=1C=C(C#N)C=CC1CO[C@@H](CO)COCCCCCCCCCCCCCCCC 3-Fluoro-4-[[(1S)-1-(hexadecoxymethyl)-2-hydroxy-ethoxy]methyl]benzonitrile